(5'S)-5'-methyl-7H-spiro[furo[2,3-b]pyrazine-6,3'-pyrrolidine]-2-ol C[C@H]1CC2(CN1)CC=1C(=NC=C(N1)O)O2